1-(4-(5-(difluoromethyl)-1,3,4-oxadiazol-2-yl)-2-fluorobenzyl)-3-(1-methylpiperidin-4-yl)-5-(pyridin-3-yl)-1,3-dihydro-2H-benzo[d]imidazol-2-one FC(C1=NN=C(O1)C1=CC(=C(CN2C(N(C3=C2C=CC(=C3)C=3C=NC=CC3)C3CCN(CC3)C)=O)C=C1)F)F